2-(3-fluoro-5-isopropyl-2-methoxyphenyl)-2-((R)-3-((5-(3-methoxy-5,6,7,8-tetrahydro-1,8-naphthyridin-2-yl)pentyl)oxy)pyrrolidin-1-yl)acetic acid FC=1C(=C(C=C(C1)C(C)C)C(C(=O)O)N1C[C@@H](CC1)OCCCCCC1=NC=2NCCCC2C=C1OC)OC